1-(3-chloro-2-fluorobenzyl)-4-((4-ethyl-5-fluoro-6-((5-methyl-1H-pyrazol-3-yl)amino)pyridin-2-yl)methyl)piperidine-4-carboxylic acid ClC=1C(=C(CN2CCC(CC2)(C(=O)O)CC2=NC(=C(C(=C2)CC)F)NC2=NNC(=C2)C)C=CC1)F